N'-(1-allyl-2-oxoindolin-3-ylidene)hydrazinodithiocarboxylic acid methyl ester CSC(=S)NN=C1C(N(C2=CC=CC=C12)CC=C)=O